C(C)C1(CCOCC1)C=1C=CC(=C(C1)S(=O)(=O)Cl)OC 5-(4-ethyltetrahydro-2H-pyran-4-yl)-2-methoxybenzenesulfonyl chloride